C(CCCCCCCCCCCCCCCCC)C(C1=C(C(=C(C=C1C)C(C)(C)C)O)C)N1C(N(C(N(C1=O)CC1=C(C(=C(C=C1C)C(C)(C)C)O)C)=O)CC1=C(C(=C(C=C1C)C(C)(C)C)O)C)=O n-octadecyl-1,3,5-tris(4-tert-butyl-3-hydroxy-2,6-dimethylbenzyl)-1,3,5-triazine-2,4,6(1H,3H,5H)-trione